4-(((1R,3s,5S)-8-azabicyclo[3.2.1]oct-3-yl)methyl)morpholine dihydrochloride Cl.Cl.[C@H]12CC(C[C@H](CC1)N2)CN2CCOCC2